CN1C(=CC=2C(=NC(=CC21)C2=CC=C(C=C2)N2CCS(CC2)(=O)=O)C)C2=CC=C(C=C2)S(=O)(=O)C 4-(4-(1,4-dimethyl-2-(4-(methylsulfonyl)phenyl)-1H-pyrrolo[3,2-c]pyridin-6-yl)phenyl)thiomorpholine 1,1-dioxide